FC=1C=CC2=C(N(CCN(C2)C2=CC(=C(C(=C2)C)NC(CC(C)(C)C)=O)C)C)C1 N-(4-(8-fluoro-1-methyl-1,2,3,5-tetrahydro-4H-benzo[e][1,4]diazepine-4-yl)-2,6-dimethylphenyl)-3,3-dimethylbutanamide